C(C)OC(=O)C1=C(N=C2N1N=C(C=C2)C)C=2C=NC(=CC2)N2CCOCC2 6-methyl-2-(6-morpholin-4-ylpyridin-3-yl)imidazo[1,2-b]pyridazine-3-carboxylic acid ethyl ester